C(OCC1C(C1)C)(OC1=CC=C(C=C1)[N+](=O)[O-])=O (2-methylcyclopropyl)methyl (4-nitrophenyl) carbonate